C(C)(C)(C)OC(=O)N1CC2(C1)OCC(C2)O 7-hydroxy-5-oxa-2-azaspiro[3.4]Octane-2-carboxylic acid (R)-tert-butyl ester